OC(C(=O)[O-])C 2-hydroxy-propionate